[Al].C(CC)N[Al](NCCC)NCCC tris(propylamino)aluminum aluminum